O=C1N(C(C=C1)=O)CCCC(=O)[O-].[Na+] Sodium 4-(2,5-dioxo-2,5-dihydro-1H-pyrrol-1-yl)butanoate